(1-propenylpiperidin-3-ylamino)-7-fluoro-4-(1-methyl-1H-pyrazol-4-yl)-1H-pyrrolo[3,4-c]pyridin-3(2H)-one C(=CC)N1CC(CCC1)NC1NC(C=2C(=NC=C(C21)F)C=2C=NN(C2)C)=O